4-tertiary butyl-1,1'-biphenyl C(C)(C)(C)C1=CC=C(C=C1)C1=CC=CC=C1